[Br-].C1=CC=CC=2C3=CC=CC=C3C(C12)COC(=O)N1CC[N+](CC1)(C)CC1=CC=C(C=C1)NC(C(C)NC(=O)OC(C)(C)C)=O 4-(((9H-fluoren-9-yl)methoxy)carbonyl)-1-(4-(2-((tert-butoxycarbonyl)amino)propanamido)benzyl)-1-methylpiperazin-1-ium bromide